COC=1C=CC2=C(N(C(OC2=O)=O)C)C1 7-methoxy-1-methyl-2H-benzo[d][1,3]oxazine-2,4(1H)-dione